2-(1,3-Dimethyl-2,5-dioxoimidazolidin-4-yl)-N-(2-methoxy-5-(4-(trifluoro-methyl)phenoxy)phenyl)acetamide CN1C(N(C(C1=O)CC(=O)NC1=C(C=CC(=C1)OC1=CC=C(C=C1)C(F)(F)F)OC)C)=O